ClC1=C(C=CC=C1)C1=C(C(=CC=C1)C1=NC(=C(C=C1)CNC1CC(C1)(C)O)OC)Cl 2,2'-dichloro-3'-(5-((((1r,3r)-3-hydroxy-3-methylcyclobutyl)amino)methyl)-6-methoxypyridin-2-yl)-[1,1'-biphenyl]